C(CCCCCCCC)N(C1=CC=CC=C1)C1=CC=CC=C1 mono-nonyl-diphenylamine